1-(1-t-butoxycarbonyl-4-piperidylacetyl)-4-(2-(4-methanesulfonyloxypiperidin-1-yl)-2-oxoethyl)piperidine C(C)(C)(C)OC(=O)N1CCC(CC1)CC(=O)N1CCC(CC1)CC(=O)N1CCC(CC1)OS(=O)(=O)C